methyl 3-chloro-8-fluoroquinoline-6-carboxylate ClC=1C=NC2=C(C=C(C=C2C1)C(=O)OC)F